N(C1=CC=C(C=C1)C)C1=CC2=CC=C(C=C2C=C1)S(=O)(=O)O 2-(p-toluidinyl)naphthalene-6-sulfonic acid